Br.[Br-].CN(CCC[P+](C1=CC=CC=C1)(C1=CC=CC=C1)C1=CC=CC=C1)C [3-(dimethylamino)propyl]triphenyl-phosphonium bromide hydrobromide